citronellol platinum-cobalt [Co].[Pt].CC(C)=CCCC(C)CCO